N-((3S,4S)-3-((5-((cyclopentylmethyl)amino)-7-(2,6-dichloro-3,5-dimethoxy-phenyl)-2,6-naphthyridin-3-yl)amino)tetra-hydro-2H-pyran-4-yl)acrylamide C1(CCCC1)CNC1=C2C=C(N=CC2=CC(=N1)C1=C(C(=CC(=C1Cl)OC)OC)Cl)N[C@@H]1COCC[C@@H]1NC(C=C)=O